tert-butyl (1-(2-methoxyethyl)-6-oxo-1,6-dihydropyridazin-3-yl)carbamate COCCN1N=C(C=CC1=O)NC(OC(C)(C)C)=O